C(#N)C=1C=CC(=NC1)N1CCC12CCN(CC2)C(=O)OC(C)(C)C tert-Butyl 1-(5-cyanopyridin-2-yl)-1,7-diazaspiro[3.5]nonane-7-carboxylate